COC(=O)C1=C(C2=C(NC3=CC=C(C=C23)C#N)N=C1)Cl 4-chloro-6-cyano-9H-pyrido[2,3-b]indole-3-carboxylic acid methyl ester